1,3,5-tri(bromomethyl)-benzene BrCC1=CC(=CC(=C1)CBr)CBr